NC=1C=C(C=C(C1)C(=O)OCC)B(O)O 3-AMINO-5-ETHOXYCARBONYLPHENYLBORONIC ACID